(2-propenyl)phenol C=CCC1=CC=CC=C1O